C(C1=CC=CC=C1)OC1=C(C(=CC(=C1)C(F)(F)F)C)C1=CC=C(C(=N1)N)N 6-[2-benzyloxy-6-methyl-4-(trifluoromethyl)phenyl]pyridine-2,3-diamine